C1=CC=CC=2C3=CC=CC=C3C(C12)COC(=O)N(CC1=CC(=C(C=C1)[N+](=O)[O-])OC)C1=C(C=CC=C1)C1CN(CCC1)C(=O)[O-] 3-(((((9H-fluoren-9-yl)methoxy)carbonyl)(3-methoxy-4-nitrobenzyl)amino)phenyl)piperidine-1-carboxylate